N-(quinolin-8-yl)-2-vinylpent-4-enamide N1=CC=CC2=CC=CC(=C12)NC(C(CC=C)C=C)=O